3-((4-chloro-1-methyl-1H-pyrazol-5-yl)methyl)-2-(4-methoxybenzyl)isoindolin-1-one ClC=1C=NN(C1CC1N(C(C2=CC=CC=C12)=O)CC1=CC=C(C=C1)OC)C